[C@H](C)(CC)NCCC(=O)NC1=C(C2=C(CN(CC2)C(=O)OC(C)(C)C)S1)C=1SC2=C(N1)C=C(C=C2)C2=CC=NC=C2 tert-butyl (S)-2-(3-(sec-butylamino)propanamido)-3-(5-(pyridin-4-yl)benzo[d]thiazol-2-yl)-4,7-dihydrothieno[2,3-c]pyridine-6(5H)-carboxylate